BrC=1C2=C(C(N(C1)C)=O)N(C=C2)S(=O)(=O)C2=CC=C(C)C=C2 4-bromo-6-methyl-1-tosyl-1H-pyrrolo[2,3-c]Pyridin-7(6H)-one